N1(C=NC=C1)C1=CC=C(C=C1)C=1OC(=C(N1)CN1CCC(=CC1)C1=C(C=CC=C1)OC(F)(F)F)C 2-(4-(1H-imidazol-1-yl)phenyl)-5-methyl-4-((4-(2-(trifluoromethoxy)phenyl)-3,6-dihydropyridin-1(2H)-yl)methyl)oxazole